C(C)(C)(C)[Si](C1=CC=C(CO)C=C1)(F)C(C)(C)C 4-(Di-tert-butylfluorosilanyl)benzyl alcohol